2-((2-(1-(tert-butyl)-1H-pyrazol-3-yl)-1H-indol-5-yl)thio)acetic acid C(C)(C)(C)N1N=C(C=C1)C=1NC2=CC=C(C=C2C1)SCC(=O)O